Cl.C[C@@H]1O[C@@H](CN(C1)C1=C(C=C(C=C1)B1OC(C(O1)(C)C)(C)C)CN(C)C)C 1-(2-(cis-2,6-dimethylmorpholino)-5-(4,4,5,5-tetramethyl-1,3,2-dioxaborolan-2-yl)phenyl)-N,N-dimethylmethanamin hydrochloride